1-(4-(5-chloro-6-(2,3-dichloro-5-hydroxyphenyl)-7-fluoro-2,1-benzothiazol-3-yl)-1-piperazinyl)-2-propen-1-one ClC=1C(=C(C=2C(=C(SN2)N2CCN(CC2)C(C=C)=O)C1)F)C1=C(C(=CC(=C1)O)Cl)Cl